FC1=C(C=CC(=C1F)OC)C1=CN=C2N1C=CN=C2NC2=CC(=C(C(=O)O)C=C2)CCF 4-[[3-(2,3-difluoro-4-methoxy-phenyl)imidazo[1,2-a]pyrazin-8-yl]amino]-2-(2-fluoroethyl)benzoic acid